4-(benzo[c][1,2,5]thiadiazol-4-yl)-thiophenyl-N,N-diphenylacetamide N=1SN=C2C1C=CC=C2C=2C=C(SC2)CC(=O)N(C2=CC=CC=C2)C2=CC=CC=C2